C(C)C1=NN(C2=C1C(NCC1(CCOCC1)C2)=O)CCOC(=O)C2CCN(CC2)C(C)=O 2-(3-ethyl-4-oxo-spiro[6,8-dihydro-5H-pyrazolo[4,3-c]azepine-7,4'-tetrahydropyran]-1-yl)ethyl-1-acetylpiperidine-4-carboxylate